2-Chloro-4,5-diaminopyrimidine ClC1=NC=C(C(=N1)N)N